C(C)OC(CCCC)(OCC)OCC triethylorthovalerate